5-[[[1-(3-bromophenyl)cyclohexyl]amino]methyl]-2-pyrrolidone BrC=1C=C(C=CC1)C1(CCCCC1)NCC1CCC(N1)=O